O.[Ge] germanium compound with water